C(\C=C\C1=CC=CC=C1)#N trans-cinnamonitrile